(R)-2-((1-(2-cyano-3-(4-(2-cyclopropylacetyl)piperazin-1-yl)-7-methylquinoxalin-5-yl)ethyl)amino)benzoic acid C(#N)C1=NC2=CC(=CC(=C2N=C1N1CCN(CC1)C(CC1CC1)=O)[C@@H](C)NC1=C(C(=O)O)C=CC=C1)C